FC1=C(CC2CC3(CNC3)C2)C=CC(=C1)F 6-(2,4-Difluorobenzyl)-2-azaspiro[3.3]heptane